borneol acetate linalyl-acetate C(C)(C=C)(CCC=C(C)C)CC(=O)O.C(C)(=O)O.C12(C(CC(CC1)C2(C)C)O)C